ClC=1C(=NC(=NC1)NC1CCC2(CCC(N2)=O)CC1)C=1C=NN(C1CC1CC1)C (5r,8r)-8-((5-chloro-4-(5-(cyclopropylmethyl)-1-methyl-1H-pyrazol-4-yl)pyrimidin-2-yl)amino)-1-azaspiro[4.5]decan-2-one